FC(OC=1C(=C(C=NC1N1C([C@@H]2C[C@@H]2C1)=O)[C@H](C)N1N=CC(=C1)NC(=O)C1=NC=CN=C1C)C)F N-(1-((S)-1-(5-(difluoromethoxy)-4-methyl-6-((1R,5S)-2-oxo-3-azabicyclo[3.1.0]hexan-3-yl)pyridin-3-yl)ethyl)-1H-pyrazol-4-yl)-3-methylpyrazine-2-carboxamide